ClC(C#N)C1=CC=C(C=C1)C=1N(C=C(N1)C(F)(F)F)C 2-chloro-2-(4-(1-methyl-4-(trifluoromethyl)-1H-imidazol-2-yl)phenyl)acetonitrile